CC(C(=O)N[C@@H]1[C@@H](CNCC1)C1=CC=CC=C1)(COC1=NC=CC=C1OC(F)(F)F)C 2,2-dimethyl-N-(cis-3-phenylpiperidin-4-yl)-3-((3-(trifluoromethoxy)pyridin-2-yl)oxy)propionamide